2-oxo-2-[(2R,5S)-2-[2-[(1,4-dimethyl-4-piperidyl)methyl]-1,3-benzothiazol-5-yl]-5-methyl-1-piperidyl]-N-[1-(2-trimethylsilylethoxymethyl)pyrazolo[4,3-c]pyridin-7-yl]acetamide O=C(C(=O)NC=1C2=C(C=NC1)C=NN2COCC[Si](C)(C)C)N2[C@H](CC[C@@H](C2)C)C=2C=CC1=C(N=C(S1)CC1(CCN(CC1)C)C)C2